3-(4-((3aR,6aS)-Hexahydropyrrolo[3,4-c]pyrrol-2(1H)-yl)-1-oxoisoindolin-2-yl)-1-((2-(trimethylsilyl)ethoxy)methyl)piperidine-2,6-dione C1N(C[C@@H]2[C@H]1CNC2)C2=C1CN(C(C1=CC=C2)=O)C2C(N(C(CC2)=O)COCC[Si](C)(C)C)=O